C(#N)C1=CC=C(CNC(=O)C2=NN(C=3C(N(CCC32)CC3(CC3)S(=O)(=O)C(CN3CC(C3)F)(C)C)=O)C)C=C1 N-(4-Cyanobenzyl)-6-((1-((1-(3-fluoroazetidin-1-yl)-2-methylpropan-2-yl)sulfonyl)cyclopropyl)methyl)-1-methyl-7-oxo-4,5,6,7-tetrahydro-1H-pyrazolo[3,4-c]pyridine-3-carboxamide